FC(C=1C=C(C=CC1)NC1=NC(=NC(=N1)NC1=CC(=CC=C1)C(F)(F)F)N1CCC(CC1)O)(F)F 1-(4,6-bis((3-(trifluoromethyl)phenyl)amino)-1,3,5-triazin-2-yl)piperidin-4-ol